(2S)-3-(4-hydroxyphenyl)-2-[3-(4-methylphenyl)prop-2-enoylamino]propanoic acid OC1=CC=C(C=C1)C[C@@H](C(=O)O)NC(C=CC1=CC=C(C=C1)C)=O